COC(C1=C(C=CC=C1)CNC(=O)OC(C)(C)C)=O 2-(((tert-butoxycarbonyl)amino)methyl)benzoic acid methyl ester